[2H]C(CF)(OC=1C(=NC(=NC1)N(CC1=C(C=C(C=C1)OC)OC)CC1=C(C=C(C=C1)OC)OC)OC)[2H] 5-(1,1-dideutero-2-fluoro-ethoxy)-N,N-bis[(2,4-dimethoxyphenyl)methyl]-4-methoxy-pyrimidin-2-amine